ClC=1C=C(C=CC1OC)C1=CN=C2N1C=CN=C2NC2=CC=C(C=C2)N2C(CCCC2)=O 1-(4-((3-(3-chloro-4-methoxyphenyl)imidazo[1,2-a]pyrazin-8-yl)amino)phenyl)piperidin-2-one